NC1=CC(=CC(=C1)N)N 1,3,5-Triaminobenzene